ClC1=CC(=C2C=NN(C2=C1)C)C1=C(C=C(C=C1)F)N1C(CCC1C)=O 1-[2-(6-chloro-1-methyl-1H-indazol-4-yl)-5-fluorophenyl]-5-methylpyrrolidin-2-one